N-[(2S,3R,4S)-2-[(2,2'-difluoro-3'-methyl[1,1'-biphenyl]-3-yl)methyl]-4-fluoro-1-(oxetane-2-carbonyl)pyrrolidin-3-yl]ethanesulfonamide FC1=C(C=CC=C1C[C@@H]1N(C[C@@H]([C@@H]1NS(=O)(=O)CC)F)C(=O)C1OCC1)C1=C(C(=CC=C1)C)F